3-methacrylamidopropyl-trimethyl-ammonium C(C(=C)C)(=O)NCCC[N+](C)(C)C